6-methylthiohexanoic acid CCCCCCC(=S)O